di(nonyl) nonanedioate C(CCCCCCCC(=O)OCCCCCCCCC)(=O)OCCCCCCCCC